CC(C)(C1=C(C=CC=C1)O)C1=C(C=CC=C1)O (propane-2,2-diyl)diphenol